1-(2-tert-butylphenyloxy)-2-butanol C(C)(C)(C)C1=C(C=CC=C1)OCC(CC)O